FC1=C(C=CC(=C1)C(F)(F)F)N1CC2(CC1=O)CCN(CC2)C(=O)OC(C)(C)C tert-butyl 2-(2-fluoro-4-(trifluoromethyl)phenyl)-3-oxo-2,8-diazaspiro[4.5]decane-8-carboxylate